1-(3-chloro-8,8-difluoro-5-methyl-6,7,8,9-tetrahydropyrido[3,2-b]indolizin-7-yl)-2-oxopyrrolidin ClC1=CC=2C(=C3CC(C(CN3C2N=C1)(F)F)N1C(CCC1)=O)C